C(#N)C1=CC=C2C(=CN(C2=C1F)COCC[Si](C)(C)C)C1=NC(=NC=C1CC)N[C@@H]1CN(CCC1)C(=O)OC(C)(C)C tert-butyl (3S)-3-[[4-[6-cyano-7-fluoro-1-(2-trimethylsilylethoxymethyl) indol-3-yl]-5-ethyl-pyrimidin-2-yl]amino]piperidine-1-carboxylate